CC1=C(C(=CC=C1)C(=O)O)O The molecule is a monohydroxybenzoic acid consisting of salicylic acid carrying a methyl group at the 3-position. It has a role as a bacterial xenobiotic metabolite. It derives from a salicylic acid.